(2-(6-(aminomethyl)-1-((1-methyl-1H-imidazol-4-yl)methyl)-1H-indol-3-yl)ethyl)carbamic acid tert-butyl ester C(C)(C)(C)OC(NCCC1=CN(C2=CC(=CC=C12)CN)CC=1N=CN(C1)C)=O